C(=O)=C1NC=CC2=C(C=CC=C12)C1=NN(C(=C1)C(F)(F)F)C1=CC(=NC=C1)C(F)(F)F (1-carbonyl-1,2-dihydro-isoquinolin-5-yl)-5-(trifluoromethyl)-N-(2-(trifluoromethyl)pyridin-4-yl)-1H-pyrazole